O=C1NC(CCC1N1C(N(C2=C1C=CC(=C2)N2CC(CC2)C=O)C)=O)=O 1-(1-(2,6-dioxopiperidin-3-yl)-3-methyl-2-oxo-2,3-dihydro-1H-benzo[d]imidazol-5-yl)pyrrolidine-3-carbaldehyde